1-[(3S)-3-(6-methoxypyridin-3-yl)-1,2-oxazolidin-2-yl]-2,2-dimethylpropan-1-one COC1=CC=C(C=N1)[C@H]1N(OCC1)C(C(C)(C)C)=O